N-tert-butyl-1-{(1R,3r,5S)-8-[3-(trifluoromethyl)-1,2,4-oxadiazol-5-yl]-8-azabicyclo[3.2.1]octan-3-yl}piperidine-4-carboxamide hydrochloride Cl.C(C)(C)(C)NC(=O)C1CCN(CC1)C1C[C@H]2CC[C@@H](C1)N2C2=NC(=NO2)C(F)(F)F